4-Bromo-2-oxo-5H-pyrrole-1-carbamic acid tert-butyl ester C(C)(C)(C)OC(NN1C(C=C(C1)Br)=O)=O